2-isopropyl-5-(phenylsulfinyl)benzene-1,3-diol C(C)(C)C1=C(C=C(C=C1O)S(=O)C1=CC=CC=C1)O